3-Hydroxy-4-[3-[3-(quinolin-2-ylmethoxy)phenyl]prop-2-enoyl]benzoic acid OC=1C=C(C(=O)O)C=CC1C(C=CC1=CC(=CC=C1)OCC1=NC2=CC=CC=C2C=C1)=O